CC1=NNC2=NC(=NC=C21)NC=2C(=CC=1N(C2)C=CN1)C 3-methyl-N-[7-methylimidazo[1,2-a]pyridin-6-yl]-1H-pyrazolo[3,4-d]pyrimidin-6-amine